FC1=C(C=C(C=C1)F)C1=C(C(=NC=C1)N1C[C@H](CC1)F)NC(COC)=O (S)-N-(4-(2,5-difluorophenyl)-2-(3-fluoropyrrolidin-1-yl)pyridin-3-yl)-2-methoxyacetamide